CC1(C=2C=CC(=CC2C(CC1)(C)C)CCC(=O)Cl)C 3-(5,5,8,8-tetramethyl-5,6,7,8-tetrahydronaphthalen-2-yl)propionyl chloride